3-(5-(4-((4-isopropylpiperazin-1-yl)methyl)pyridin-2-yl)-1-oxoisoindolin-2-yl)piperidine-2,6-dione C(C)(C)N1CCN(CC1)CC1=CC(=NC=C1)C=1C=C2CN(C(C2=CC1)=O)C1C(NC(CC1)=O)=O